1-(3,4-dichlorophenyl)-2-((5R,8S)-1-fluoro-6,7,8,9-tetrahydro-5H-5,8-epiminocyclohepta[c]pyridin-10-yl)ethane-1,2-dione ClC=1C=C(C=CC1Cl)C(C(=O)N1[C@@H]2CC[C@H]1CC=1C(=NC=CC12)F)=O